3-(6-([4,4'-bipiperidin]-1-yl)pyridin-3-yl)piperidine-2,6-dione N1(CCC(CC1)C1CCNCC1)C1=CC=C(C=N1)C1C(NC(CC1)=O)=O